FC1=CC=C(C=C1)C1=C(C=C(C(=N1)N)C1=NN=NN1)C=1C=C2C(=NC=NC2=CC1)C 6-(4-fluorophenyl)-5-(4-methylquinazolin-6-yl)-3-(1H-tetrazol-5-yl)pyridin-2-amine